ClC1=CC(=C(C=C1)SCC(=O)N1CCN(CC1)C(=O)[C@H]1[C@@H](C1)C1=CC=CC=C1)F 2-((4-Chloro-2-fluorophenyl)thio)-1-(4-(trans-2-phenylcyclopropane-1-carbonyl)piperazin-1-yl)ethan-1-one